The molecule is a polyunsaturated fatty aldehyde that is octanal which has 3 double bonds at positions 2, 4 and 6. The configuration of the double bonds is unknown. It is a medium-chain fatty aldehyde, a polyunsaturated fatty aldehyde and an enal. C/C=C/C=C/C=C/C=O